C(=O)(O)C1=CC=CC2=CC=CC(=C12)C(=O)O 4,5-dicarboxylnaphthalene